C(C)(=O)O[C@H]1CCC2C3CCC=4C=C(C(=CC4C3CC[C@]12C)OC)OS(=O)(=O)C1=CC=CC=C1 (13S,17S)-2-methoxy-13-methyl-3-((phenylsulfonyl)oxy)-7,8,9,11,12,13,14,15,16,17-decahydro-6H-cyclopenta[a]phenanthren-17-yl acetate